SCC(CSCCSC(CO)C)SCCS 2-(2-[3-mercapto-2-(2-mercaptoethylthio)-propylthio]ethylthio)propan-1-ol